N-(1-(4-Aminophenyl)-2-(tert-butylamino)-2-oxoethyl)-N-(4-methoxyphenyl)-propiolamide NC1=CC=C(C=C1)C(C(=O)NC(C)(C)C)N(C(C#C)=O)C1=CC=C(C=C1)OC